tert-butyl 6-(aminomethyl)-2-azaspiro[3.3]heptane-2-carboxylate NCC1CC2(CN(C2)C(=O)OC(C)(C)C)C1